C(OC1=CC=C(C=C1)[N+](=O)[O-])(OCC#C)=O 4-nitrophenyl prop-2-yn-1-yl carbonate